(1H-indol-6-yl)boronic acid N1C=CC2=CC=C(C=C12)B(O)O